ClCCCCC 5-chloro-pentane